COC1=CC=C2C=NN(C2=C1NS(=O)(=O)C=1C=NN(C1)C1=NC=CC(=C1)C1COC1)C N-(6-METHOXY-1-METHYL-1H-INDAZOL-7-YL)-1-(4-(OXETAN-3-YL)PYRIDIN-2-YL)-1H-PYRAZOLE-4-SULFONAMIDE